BrC1=C(C=C(C=C1)C=1C=NN(C1)C1OCCCC1)OCOC 4-(4-bromo-3-(methoxymethyloxy)phenyl)-1-(tetrahydro-2H-pyran-2-yl)-1H-pyrazole